2-(9H-carbazol-2-yl)-N-(2-methylbenzyl)acetamide C1=C(C=CC=2C3=CC=CC=C3NC12)CC(=O)NCC1=C(C=CC=C1)C